N[14C]1=NC=NN2C1=CC=C2[C@@]2(O[C@@H]([C@H]([C@H]2OCC2=CC=CC=C2)OCC2=CC=CC=C2)COCC2=CC=CC=C2)O (2S,3R,4R,5R)-2-(4-amino[4-14C]Pyrrolo[2,1-f][1,2,4]Triazin-7-yl)-3,4-bis(benzyloxy)-5-[(benzyloxy)methyl]Tetrahydrofuran-2-ol